C(C)(C)(C)C1=CC(=C(C=C1Cl)C=1NC2=CC=NC(=C2C(C1)=O)C=1N(C(=CN1)Cl)C)C 2-(4-tert-butyl-5-chloro-2-methyl-phenyl)-5-(5-chloro-1-methyl-imidazol-2-yl)-1H-1,6-naphthyridin-4-one